The molecule is an abietane diterpenoid that is ferruginol in which the hydrogen ortho to the phenolic hydroxy group has been replaced by a hydroxy group. It has a role as a plant metabolite. It is an abietane diterpenoid, a carbotricyclic compound, a meroterpenoid and a member of catechols. It derives from a ferruginol. CC(C)C1=C(C(=C2C(=C1)CC[C@@H]3[C@@]2(CCCC3(C)C)C)O)O